N-(3-chloro-4-cyanophenyl)-4-ethoxy-3-(1-methyl-7-oxo-3-propyl-6,7-dihydro-1H-pyrazolo[4,3-d]pyrimidin-5-yl)benzenesulfonamide ClC=1C=C(C=CC1C#N)NS(=O)(=O)C1=CC(=C(C=C1)OCC)C=1NC(C2=C(N1)C(=NN2C)CCC)=O